4-(2-{6-[(1R)-2-(dimethylamino)-1-hydroxyethyl]-1-oxo-4-(trifluoromethyl)-3H-isoindol-2-yl}-6-(ethylamino)pyridin-4-yl)-3-(4-methyl-1,2,4-triazol-3-yl)benzonitrile CN(C[C@H](O)C1=CC(=C2CN(C(C2=C1)=O)C1=NC(=CC(=C1)C1=C(C=C(C#N)C=C1)C1=NN=CN1C)NCC)C(F)(F)F)C